OC1=C(C=C(C=C1)N1C(C2=CC=C(C=C2CC1)C1=CC(=C(C=C1)C(C)C)C(F)(F)F)=O)NS(=O)(=O)C N-(2-hydroxy-5-(6-(4-isopropyl-3-(trifluoromethyl)phenyl)-1-oxo-3,4-dihydroisoquinolin-2(1H)-yl)phenyl)methanesulfonamide